3-benzyl-6-carboxymethyl-2,5-diketopiperazine C(C1=CC=CC=C1)C1C(NC(C(N1)=O)CC(=O)O)=O